N-(2-(4-(4,4,5,5-tetramethyl-1,3,2-dioxaborolan-2-yl)-1H-pyrazol-1-yl)ethyl)pivalamide CC1(OB(OC1(C)C)C=1C=NN(C1)CCNC(C(C)(C)C)=O)C